N-((1-(4-(pentafluoro-λ6-sulfaneyl)phenyl)-1H-pyrazolo[4,3-b]pyridin-3-yl)methyl)acrylamide FS(C1=CC=C(C=C1)N1N=C(C2=NC=CC=C21)CNC(C=C)=O)(F)(F)(F)F